FC1=C(C=CC(=C1)F)[C@H](C)NC(C(CO)N1C(NC2=CC=CC=C2C1=O)=O)=O N-[(1S)-1-(2,4-difluorophenyl)ethyl]-2-(2,4-dioxo-1H-quinazolin-3-yl)-3-hydroxypropanamide